NC1=NC2=CC=C(C=C2C=C1C)C(=O)N(CC=1N=NC(=CC1)C(F)(F)F)[C@H]1[C@@H](CCC1)O 2-amino-N-((1R,2R)-2-hydroxycyclopentyl)-3-methyl-N-((6-(trifluoromethyl)-3-pyridazinyl)methyl)-6-quinolinecarboxamide